4-(1,3-dioxoisoindolin-2-yl)butane-2-sulfonic acid O=C1N(C(C2=CC=CC=C12)=O)CCC(C)S(=O)(=O)O